4-nitrobenzyl ((1R,3S)-3-((R)-3-mercaptopyrrolidin-1-yl)cyclopentyl)carbamate S[C@H]1CN(CC1)[C@@H]1C[C@@H](CC1)NC(OCC1=CC=C(C=C1)[N+](=O)[O-])=O